FC1=C2C=C(NC2=C(C(=C1)F)F)C(=O)Cl 4,6,7-trifluoro-1H-indole-2-carbonyl chloride